3,3,4-trimethyl-1,1-dioxido-2,3-dihydro-1-benzothiophen CC1(CS(C2=C1C(=CC=C2)C)(=O)=O)C